1,3,5-tris(3-mercapto-2-methylpropyl)-1,3,5-triazinan-2,4,6-trione SCC(CN1C(N(C(N(C1=O)CC(CS)C)=O)CC(CS)C)=O)C